2-isopropyl-6-methoxy-1,2,3,4-tetrahydroisoquinoline-7-amine C(C)(C)N1CC2=CC(=C(C=C2CC1)OC)N